2-iodo-1-methyl-pyrrolo[2,3-b]pyridine-6-carbaldehyde IC1=CC=2C(=NC(=CC2)C=O)N1C